dicarbonyl-butyryl-bis(3,4-dimethyl-cyanophenoxy)silane C(=O)=C(C(=O)[SiH](OC1=C(C(=C(C=C1)C)C)C#N)OC1=C(C(=C(C=C1)C)C)C#N)CC=C=O